acrylamido-2-methylpropyltrimethoxysilane C(C=C)(=O)NCO[Si](OC)(OC)CC(C)C